C1(CC1)NC1=CC(=NC=2N1N=CC2C#N)NC2=CC(=C(C=C2)OC)C[S@](=O)C |r| (±)-7-(Cyclopropylamino)-5-((4-methoxy-3-((methylsulfinyl)methyl)phenyl)amino)pyrazolo[1,5-a]pyrimidin-3-carbonitril